[5-(trifluoromethyl)thiophen-2-yl]Boronic acid FC(C1=CC=C(S1)B(O)O)(F)F